CN(S(=O)(=O)C)C1=CC(=CC=C1)CNC1=NC(=NC=C1C(F)(F)F)NC1=CC=C(C=C1)N1CCNCC1 N-methyl-N-(3-(((2-((4-(piperazin-1-yl)phenyl)amino)-5-(trifluoromethyl)pyrimidin-4-yl)amino)methyl)phenyl)methanesulfonamide